1,1,2,2-tetrachloro-1,2-difluoroethane ClC(C(F)(Cl)Cl)(F)Cl